(5R)-9,9-dimethyl-2-(2-methyl-1-benzofuran-7-carbonyl)-8-oxo-2-azaspiro[4.5]dec-6-ene-7-carbonitrile CC1(C(C(=C[C@]2(CCN(C2)C(=O)C2=CC=CC=3C=C(OC32)C)C1)C#N)=O)C